NC(C)C=1C=C(C=CC1)NC(=O)NC=1C=C2C(N(C(N(C2=CC1)CCN1CCCCC1)=O)CCOC)=O 1-(3-(1-aminoethyl)phenyl)-3-(3-(2-methoxyethyl)-2,4-dioxo-1-(2-(piperidin-1-yl)ethyl)-1,2,3,4-tetrahydroquinazolin-6-yl)urea